ClC1=CC(=C(C=C1)NCC#CC=1N(C=2C=CC=C(C2C1)NC1CCN(CC1)C)CC(F)(F)F)OC 2-{3-[(4-chloro-2-methoxyphenyl)amino]prop-1-yn-1-yl}-N-(1-methylpiperidin-4-yl)-1-(2,2,2-trifluoroethyl)-1H-indol-4-amine